CN(C1CCN(CC1)C1=C(C=C(C=C1)NC=1N=C(C2=C(N1)SC=C2C)NC2=NC(=CC=C2)C(F)(F)F)OC)C N2-(4-(4-(dimethylamino)piperidin-1-yl)-3-methoxyphenyl)-5-methyl-N4-(6-(trifluoromethyl)pyridine-2-yl)thieno[2,3-d]pyrimidine-2,4-diamine